4-((6-(1H-imidazol-1-yl)hexyl)oxy)benzoic Acid N1(C=NC=C1)CCCCCCOC1=CC=C(C(=O)O)C=C1